(R)-2-(6-((2S,4S)-4-((5-(2H-1,2,3-triazol-2-yl)pyridine-2-yl)oxy)-2-((difluoromethoxy) methyl)pyrrolidin-1-yl)nicotinylamino)-2-(4-(ethylsulfonyl)phenyl)ethyl carbamate C(N)(OC[C@@H](C1=CC=C(C=C1)S(=O)(=O)CC)NCC1=CN=C(C=C1)N1[C@@H](C[C@@H](C1)OC1=NC=C(C=C1)N1N=CC=N1)COC(F)F)=O